3-chloro-2'-(2-(2-hydroxypropan-2-yl)pyrimidin-4-yl)-5',6-dimethyl-4-((1-methyl-1H-pyrazol-3-yl)methoxy)-2H-[1,4'-bipyridin]-2-one ClC=1C(N(C(=CC1OCC1=NN(C=C1)C)C)C1=CC(=NC=C1C)C1=NC(=NC=C1)C(C)(C)O)=O